FC1=C(C#N)C=CC(=C1)NC=1N=CC2=C(N1)CCN(C2)CC=2C(=C1COC(C1=CC2)=O)C 2-Fluoro-4-((6-((4-methyl-1-oxo-1,3-dihydroisobenzofuran-5-yl)methyl)-5,6,7,8-tetrahydropyrido[4,3-d]pyrimidin-2-yl)amino)benzonitril